[Si](C)(C)(C(C)(C)C)OCC(C)=O 1-(tert-butyldimethylsilyl-Oxy)-2-propanone